C(C)(C)(C)C1=C(C(=C(C=N1)C(=O)NC1=CC(=C(C=C1)OC1=CC=NC2=CC(=C(N=C12)OC)OC)F)O)C1=CC=C(C=C1)F 6-tert-butyl-N-[4-[(6,7-dimethoxy-1,5-naphthyridin-4-yl)oxy]-3-fluorophenyl]-5-(4-fluorophenyl)-4-hydroxypyridine-3-carboxamide